3-methylphenylacetone CC=1C=C(C=CC1)CC(C)=O